ClC1=C(C=CC=C1)C1=C(C=CC(=C1)C#CC)S(=O)(=O)N1CCC(CC1)(C(=O)OCC)F ethyl 1-((2'-chloro-5-(prop-1-yn-1-yl)-[1,1'-biphenyl]-2-yl)sulfonyl)-4-fluoropiperidine-4-carboxylate